pyrano[3,2-g]chromen-6-one O1CC=CC2=CC3=C(C=C12)OC=CC3=O